[N+](=O)([O-])C1=CC(=C(CCN2CCOCC2)C=C1)S(=O)(=O)C(F)(F)F 4-(4-nitro-2-((trifluoromethyl)sulfonyl)phenethyl)morpholine